(S)-2-(5-((3-(cyclopropylmethyl)-2,4,5-trioxoimidazolidin-1-yl)methyl)-1,2,4-oxadiazol-3-yl)-N-(2-methoxyphenyl)-N-((tetrahydro-2H-pyran-2-yl)methyl)acetamide C1(CC1)CN1C(N(C(C1=O)=O)CC1=NC(=NO1)CC(=O)N(C[C@H]1OCCCC1)C1=C(C=CC=C1)OC)=O